FC1=C(C(=O)O)C=CC(=C1)C1=NC=CC2=C1C=CO2 2-fluoro-4-(furo[3,2-c]pyridin-4-yl)benzoic acid